(2-chloro-4-(hydroxymethyl)thiophen-3-yl)carbamic acid tert-butyl ester C(C)(C)(C)OC(NC1=C(SC=C1CO)Cl)=O